C[C@H]1[C@@H](C[C@H]([C@@H](O1)OCCCCCCC/C=C/C(=O)SCCNC(=O)CCNC(=O)[C@@H](C(C)(C)COP(=O)(O)OP(=O)(O)OC[C@@H]2[C@H]([C@H]([C@@H](O2)N3C=NC4=C(N=CN=C43)N)O)OP(=O)(O)O)O)O)O The molecule is an acyl-CoA that results from the formal condensation of the thiol group of coenzyme A with the carboxy group of oscr#15. It derives from an oscr#15. It is a conjugate acid of an oscr#15-CoA(4-).